BrC=1C(=C(OCC2CC3(C2)CCN(CC3)CC(=O)NC3=CC=C2C(=NN(C2=C3)C)C3C(NC(CC3)=O)=O)C=CC1)C 2-(2-((3-bromo-2-methylphenoxy)methyl)-7-azaspiro[3.5]nonan-7-yl)-N-(3-(2,6-dioxopiperidin-3-yl)-1-methyl-1H-indazol-6-yl)acetamide